(1r,4r)-4-amino-1-methylcyclohexanol hydrochloride Cl.NC1CCC(CC1)(O)C